C(C)(C)(C)OC(=O)N1CC2(C1)N(CCN(C2)CC2=CC=CC=C2)CC2=CC=CC=C2 5,8-dibenzyl-2,5,8-triazaspiro[3.5]nonane-2-carboxylic acid tert-butyl ester